NC1CCC(CC1)NC1=NC2=C(C=C(C=C2C=N1)C1=CC(=NN1C)NS(=O)(=O)C1=C(C=CC=C1)Cl)CC N-(5-(2-(((1r,4r)-4-aminocyclohexyl)amino)-8-ethylquinazolin-6-yl)-1-methyl-1H-pyrazol-3-yl)-2-chlorobenzenesulfonamide